2,4-dihydroxycarbazole OC1=CC=2NC3=CC=CC=C3C2C(=C1)O